3-(p-chlorophenyl)-1-methoxy-1-methylurea ClC1=CC=C(C=C1)NC(N(C)OC)=O